C(C)(C)(C)OC(=O)N1C[C@@H](CCC1)NC1=C2C(=NC=C1)NC=C2C(=O)C2CCCC2 (R)-3-((3-(cyclopentanecarbonyl)-1H-pyrrolo[2,3-b]pyridin-4-yl)amino)piperidine-1-carboxylic acid tert-butyl ester